[N+](=O)([O-])C=1C=CC(=NC1NC1=CC=NC=C1)N1C[C@H]2N(C[C@H]2CC1)C(=O)OC(C)(C)C tert-butyl (1S,6R)-3-{5-nitro-6-[(pyridin-4-yl)amino]pyridin-2-yl}-3,8-diazabicyclo[4.2.0]octane-8-carboxylate